N-{4-[7-ethyl-3-(pyridin-2-yl)-1-{[2-(trimethylsilyl)ethoxy]methyl}-1H-pyrrolo[3,2-b]pyridin-2-yl]pyridin-2-yl}-2-(4-fluorophenyl)acetamide C(C)C1=C2C(=NC=C1)C(=C(N2COCC[Si](C)(C)C)C2=CC(=NC=C2)NC(CC2=CC=C(C=C2)F)=O)C2=NC=CC=C2